mentholate C1(CC(C(CC1)C(C)C)O)(C)C(=O)[O-]